4,4-dihydroxy-8-[(1-D-prolylazetidin-3-yl)oxy]-5-oxa-4-boranuidabicyclo[4.4.0]deca-1(6),7,9-triene-7-carboxylic acid disodium salt [Na+].[Na+].O[B-]1(CCC=2C=CC(=C(C2O1)C(=O)O)OC1CN(C1)C([C@@H]1NCCC1)=O)O.O[B-]1(CCC=2C=CC(=C(C2O1)C(=O)O)OC1CN(C1)C([C@@H]1NCCC1)=O)O